CC=1N=C(C2=CC=CC=C2C1)CN1C(=O)N(C=2N=C(N(C2C1=O)CC#CC)N1C[C@@H](CCC1)N)C 1-[(3-methylisoquinolin-1-yl)methyl]-3-methyl-7-(2-butyn-1-yl)-8-((R)-3-amino-piperidin-1-yl)-xanthine